C(O[C@H]1C[C@H](CC1)C1=NN(C(=C1)NC1=CC(=NC=C1)OCCCC(C)N)C(C)(C)C)(OC1=CC=C(C=C1)[N+](=O)[O-])=O (1R,3S)-3-(5-((2-((4-aminopentyl)oxy)pyridin-4-yl)amino)-1-(tert-butyl)-1H-pyrazol-3-yl)cyclopentyl (4-nitrophenyl) carbonate